N-acetyl-3-(3,7-dimethylocta-2,6-dien-1-yl)-2,4-dihydroxy-6-pentylbenzamide C(C)(=O)NC(C1=C(C(=C(C=C1CCCCC)O)CC=C(CCC=C(C)C)C)O)=O